diisododecyl-cyclohexane-1,4-dicarboxylic acid C(CCCCCCCCC(C)C)C1(CCC(CC1)(C(=O)O)CCCCCCCCCC(C)C)C(=O)O